2-(5-(2-Phenylpyridin-4-yl)-1,2,4-oxadiazol-3-yl)pyrroline-1-carbonitrile C1(=CC=CC=C1)C1=NC=CC(=C1)C1=NC(=NO1)C=1N(CCC1)C#N